N-{3-methyl-4-[(1-methyl-1,3-benzodiazol-5-yl)methyl]phenyl}-6-[(3R)-3-methylpiperazin-1-yl]quinazolin-4-amine CC=1C=C(C=CC1CC1=CC2=C(N(C=N2)C)C=C1)NC1=NC=NC2=CC=C(C=C12)N1C[C@H](NCC1)C